tert-butyl 3-(4-(trifluoromethyl)cyclohexa-2,4-dien-1-yl)-2-oxa-7-azaspiro[4.4]non-3-ene-7-carboxylate FC(C=1C=CC(CC1)C=1OCC2(C1)CN(CC2)C(=O)OC(C)(C)C)(F)F